C(C)(C)(C)OC(=O)N1CC2(C1)CN(CC2)C2=CC=C1C(=[N+]2[O-])C(=CO1)C 5-(2-(tert-butoxycarbonyl)-2,6-diazaspiro[3.4]octan-6-yl)-3-methylfuro[3,2-b]pyridine 4-oxide